FC1(CN(C1)CC=1C=C2N(C3=CC=C(C=C3N=C2N)C2=CC=NN2)C1)F 2-((3,3-difluoroazetidin-1-yl)methyl)-7-(1H-pyrazol-5-yl)pyrrolo[1,2-a]quinoxalin-4-amine